C(C(=C)C)(=O)OCCC1=C(C(=C(C=C1OC)C(C)=O)N)OC 4-acetyl-3-amino-2,6-dimethoxyphenethyl methacrylate